3-fluoro-2-(trifluoromethyl)phenylpiperidine hydrochloride Cl.FC=1C(=C(C=CC1)N1CCCCC1)C(F)(F)F